2-amino-4-oxo-4-(thiophen-2-yl)butanoic acid hydrochloride Cl.NC(C(=O)O)CC(C=1SC=CC1)=O